(R)-(3,4-Difluorophenyl)((2R,6S)-6-Propylpiperidin-2-yl)-Methanol FC=1C=C(C=CC1F)[C@@H](O)[C@@H]1N[C@H](CCC1)CCC